C(CCCC)CCCCCCCCCCCC pentyl-dodecane